(±)-(4Z)-4-(1,3-benzothiazol-6-ylmethylene)-2-(norbornane-2-ylamino)-1H-imidazol-5-one S1C=NC2=C1C=C(C=C2)\C=C\2/N=C(NC2=O)NC2C1CCC(C2)C1